C1(CCCC2C(CCCC12)O)O 1,5-decalindiol